[N].[Si] silicon nitrogen